BrC1=NC(=C(C=2N=C(N=C(C21)N2[C@@H]([C@@H]1CC[C@H](C2)N1C(=O)OC(C)(C)C)[C@H](C)O[Si](CC)(CC)CC)SCC)F)Cl tert-butyl (1S,2S,5R)-3-(5-bromo-7-chloro-2-(ethylthio)-8-fluoropyrido[4,3-d]pyrimidin-4-yl)-2-((S)-1-((triethylsilyl)oxy)ethyl)-3,8-diazabicyclo[3.2.1]octane-8-carboxylate